C(#C)C1OC(C(C1O)O)CO 2-ethynyl-5-(hydroxymethyl)tetrahydrofuran-3,4-diol